7H-1,4,2-dioxazepine O1N=COC=CC1